1-{3-methoxy-4-{2-[4-(2,3-dichlorophenyl)piperazin-1-yl]ethoxy}benzyl}-3-(4-trifluoromethoxyphenyl)urea COC=1C=C(CNC(=O)NC2=CC=C(C=C2)OC(F)(F)F)C=CC1OCCN1CCN(CC1)C1=C(C(=CC=C1)Cl)Cl